ClC=1C=C(CNC(C(C)(C)C2=CC(=NC(=C2)C)OC)=O)C=C(C1C1C(NC(CC1)=O)=O)Cl N-(3,5-dichloro-4-(2,6-dioxopiperidin-3-yl)benzyl)-2-(2-methoxy-6-methylpyridin-4-yl)-2-methylpropanamide